N-[(S)-1-(2-acetyl-2-{[(S)-2-oxopyrrolidin-3-yl]methyl}hydrazinyl)-4-methyl-1-oxopentan-2-yl]-4-fluoro-1H-indole-2-carboxamide C(C)(=O)N(NC([C@H](CC(C)C)NC(=O)C=1NC2=CC=CC(=C2C1)F)=O)C[C@H]1C(NCC1)=O